FC1=C(C=C(C=C1)C1(CC1)C#N)[N+](=O)[O-] 1-(4-fluoro-3-nitrophenyl)cyclopropane-1-carbonitrile